ClC1=CC=C(C=C1)COC1=C(N)C=CC(=C1)B1OC(C(O1)(C)C)(C)C 2-[(4-chlorophenyl)methoxy]-4-(4,4,5,5-tetramethyl-1,3,2-dioxaborolan-2-yl)aniline